(E)-3-(4-methoxyindol-1-yl)prop-2-enoic acid COC1=C2C=CN(C2=CC=C1)/C=C/C(=O)O